C[C@@H](CC(C)C)O (S)-(+)-4-methyl-2-pentanol